FC=1C=C(C=CC1C)C=1CCNCC1 4-(3-fluoro-4-methylphenyl)-1,2,3,6-tetrahydropyridine